2-chloro-5-(furan-2-yl)-N-neopentylpyrimidin-4-amine ClC1=NC=C(C(=N1)NCC(C)(C)C)C=1OC=CC1